C(C)N1C(N(C(C=C1)=O)C1=CC=C(C=C1)F)=O ethyl-3-(4-fluorophenyl)-2,4-dioxo-1,2,3,4-tetrahydropyrimidine